1-(tert-butyl) 2-methyl (R)-piperazine-1,2-dicarboxylate N1([C@H](CNCC1)C(=O)OC)C(=O)OC(C)(C)C